Cl.FC1(CNC1)C 3-fluoro-3-methyl-azetidine hydrochloride